2,3-dihydroxysuccinic acid antimony [Sb].OC(C(=O)O)C(C(=O)O)O